FC(C1=NC=C(C=C1)B(O)O)(F)F 2-trifluoromethyl(pyridin-5-yl)boronic acid